C(C(C)C)[C@H]1C(N(CCN1)[C@H](C(=O)N1[C@H](C[C@@H](CC1)CC(=O)N)C)CC(C)C)=O [(2S,4R)-1-{(S)-2-[(S)-3-Isobutyl-2-oxo-1-piperazinyl]-4-methylvaleryl}-2-methyl-4-piperidyl]acetamide